C(C)OC1=CC(=NC=C1OC1=CC=CC=C1)C#N 4-ethoxy-5-phenoxypyridinecarbonitrile